BrC=1C=C2CC3(C(N(C2=CC1)CC1=CC=C(C=C1)OC)=O)CC3 6'-Bromo-1'-(4-methoxybenzyl)-1',4'-dihydro-2'H-spiro[cyclopropane-1,3'-quinolin]-2'-one